4-bromo-3,5-dimethyl-1H-benzimidazol-2-one BrC1=C(C=CC=2NC(N(C21)C)=O)C